C1(=CC=CC=C1)C=1N=C(N(C1)COCC[Si](C)(C)C)[C@@H]1OC2=C(OC1)C=CC(=C2)OC2=C1CCC(NC1=NC=C2)=O 5-[[(3S)-3-[4-phenyl-1-(2-trimethylsilylethoxymethyl)imidazol-2-yl]-2,3-dihydro-1,4-benzodioxin-6-yl]oxy]-3,4-dihydro-1H-1,8-naphthyridin-2-one